BrC1=C2CC3(CCC4=CC=CC=C34)N(C(C2=CC(=C1)C)=O)C 5-bromo-2,7-dimethyl-spiro[4H-isoquinoline-3,1'-indane]-1-one